cis-1-(3-chloro-6-(2-methyl-2H-pyrazolo[3,4-b]pyridin-5-yl)thieno[2,3-b]pyridin-2-yl)-3-(trifluoromethyl)cyclobutanol ClC1=C(SC2=NC(=CC=C21)C2=CC=1C(N=C2)=NN(C1)C)C1(CC(C1)C(F)(F)F)O